1,3-dimethyl-3-(t-amylperoxy)butyl N-[1-{3-(1-methyl ethenyl)-phenyl}-1-methylethyl]carbamate CC(=C)C=1C=C(C=CC1)C(C)(C)NC(OC(CC(C)(OOC(C)(C)CC)C)C)=O